5-bromo-N,N,1-trimethyl-1H-indole-2-carboxamide BrC=1C=C2C=C(N(C2=CC1)C)C(=O)N(C)C